formylsaccharine C(=O)N1S(=O)(=O)C2=CC=CC=C2C1=O